BrC1=CC=CC(=N1)NC(=O)[C@H]1NC[C@@](C1)(F)CO[Si](C)(C)C(C)(C)C (2S,4R)-N-(6-Bromopyridin-2-yl)-4-(((tert-butyldimethylsilyl)oxy)methyl)-4-fluoropyrrolidine-2-carboxamide